2-bromophenylhydrazine BrC1=C(C=CC=C1)NN